Chlorothymyl isobutyrate C(C(C)C)(=O)OC1=C(C(C)=CC=C1C(C)C)Cl